CC=1NC=C(N1)C=O 2-methyl-1H-imidazole-4-carbaldehyde